C(C)(C)(C)OC(=O)NC(C(=O)O)C1CC(C1)(F)F 2-(tert-butoxycarbonylamino)-2-(3,3-difluorocyclobutyl)acetic acid